COC1=C(C(=O)C2(C(N=CC(=C2)OC)Cl)OC)C(=CC(=C1OC)OC)C 3-(2,3,4-trimethoxy-6-methylbenzoyl)-5-methoxy-2-chloro-3-methoxypyridine